(E)-1-(2,4-Dimethoxyphenyl)-3-(3-hydroxy-4-methoxyphenyl)prop-2-en-1-one COC1=C(C=CC(=C1)OC)C(\C=C\C1=CC(=C(C=C1)OC)O)=O